COC(CN(CCOC)CC(=O)N1CC(C1)(C1=C(C=CC=C1)C(C)C)C(NC=1C(=NC(=CC1)C)OC(F)F)=O)=O (2-(3-((2-(difluoromethoxy)-6-methylpyridin-3-yl)carbamoyl)-3-(2-isopropylphenyl)azetidin-1-yl)-2-oxoethyl)-N-(2-methoxyethyl)glycine methyl ester